FC1(CCN(CC1)CC1=CC=C(C=C1)[C@H](C)NC=1N=CC2=C(N1)N(C(C=C2)=O)CC(C)C)F 2-{[(1S)-1-{4-[(4,4-Difluoropiperidin-1-yl)methyl]phenyl}ethyl]amino}-8-(2-methylpropyl)pyrido[2,3-d]pyrimidin-7(8H)-on